O-methoxyethyl-5-methyluridine COCCO[C@H]1[C@@H](O[C@@H]([C@H]1O)CO)N1C(=O)NC(=O)C(=C1)C